6-(2-fluoro-4-(1-methyl-1H-pyrazol-5-yl)benzyl)-N-((1S,2S)-2-hydroxycyclohexyl)-5-oxo-5,6-dihydro-1,6-naphthyridine-8-carboxamide FC1=C(CN2C(C=3C=CC=NC3C(=C2)C(=O)N[C@@H]2[C@H](CCCC2)O)=O)C=CC(=C1)C1=CC=NN1C